1-[4-cyano-3-fluoro-2,6-bis(propan-2-yl)phenyl]-3-[[4-(2-hydroxyethyl)-2-(2-hydroxypropan-2-yl)-1,3-thiazol-5-yl]sulfonyl]urea C(#N)C1=C(C(=C(C(=C1)C(C)C)NC(=O)NS(=O)(=O)C1=C(N=C(S1)C(C)(C)O)CCO)C(C)C)F